4-aminophenylacetonitrile NC1=CC=C(C=C1)CC#N